4-Methoxy-3-vinylbenzofuran-6-carboxylic acid ethyl ester C(C)OC(=O)C1=CC2=C(C(=CO2)C=C)C(=C1)OC